amino-5-(1,3-oxazol-5-yl)pyrimidin-4-ylfuran-2-carboxylic acid methyl ester COC(=O)C=1OC=C(C1C1=NC=NC=C1C1=CN=CO1)N